(1S,2S)-1-(2-chloro-5-fluorophenyl)-1-(1,5-dimethyl-1H-pyrazol-3-yl)propan ClC1=C(C=C(C=C1)F)[C@H](CC)C1=NN(C(=C1)C)C